tetrahydro-1H-thiophene-1-oxide S1(CCCC1)=O